C1(=CC=CC=C1)C=1NC=CN1 2-Phenyl-1H-imidazole